C(C=C)(=O)OC(C=C)=O diacrylic anhydride